ClC1=CC=C(C=C1)NC(CBr)=O N-(4-chlorophenyl)-2-bromoacetamide